CC(C)(C)OC(NC(C(C=O)(O)N)CC1=CC=CC=C1)=O (1-benzyl-β-amino-2-hydroxy-3-oxopropyl)carbamic acid 1,1-dimethylethyl ester